CC=1C(=C(C=CC1)CC(C(C)NC(OC(C)(C)C)=O)=O)C(NC1=CC=CC=C1)=O Tert-Butyl 4-(3-methyl-2-(phenylcarbamoyl)phenyl)-3-oxobutan-2-ylcarbamate